trimethyl-(2-hydroxypropyl)phosphorus chloride CP(CC(C)O)(C)(C)Cl